CC=1C=C(OC1C)C(=O)Cl 4,5-dimethyl-2-furoyl chloride